ethyl-3,3-di(tert-butylperoxy)butyrate C(C)OC(CC(C)(OOC(C)(C)C)OOC(C)(C)C)=O